4-methoxy-N-(4-(9-(4-methoxyphenyl)-9H-carbazol-3-yl)phenyl)-N-(4-(4,4,5,5-tetramethyl-1,3,2-dioxaborolan-2-yl)phenyl)aniline COC1=CC=C(N(C2=CC=C(C=C2)B2OC(C(O2)(C)C)(C)C)C2=CC=C(C=C2)C=2C=CC=3N(C4=CC=CC=C4C3C2)C2=CC=C(C=C2)OC)C=C1